(S)-N-(3-(2-amino-[1,2,4]triazolo[1,5-a]pyridin-6-yl)-2-fluoro-6-methylphenyl)-3-phenylisooxazolidine-2-carboxamide NC1=NN2C(C=CC(=C2)C=2C(=C(C(=CC2)C)NC(=O)N2OCC[C@H]2C2=CC=CC=C2)F)=N1